(R)-4-methyl-5-(4-((6-(3-methyl-1H-1,2,4-tri-azol-1-yl)pyridin-3-yl)methyl)piperazin-2-yl)isobenzofuran-1(3H)-one CC1=C2COC(C2=CC=C1[C@H]1NCCN(C1)CC=1C=NC(=CC1)N1N=C(N=C1)C)=O